(2S,4R)-1-((S)-2-((S)-2-amino-4-methylpentanoylamino)propionyl)-4-hydroxy-N-(4-(4-methylthiazol-5-yl)benzyl)pyrrolidine-2-carboxamide, hydrochloride Cl.N[C@H](C(=O)N[C@H](C(=O)N1[C@@H](C[C@H](C1)O)C(=O)NCC1=CC=C(C=C1)C1=C(N=CS1)C)C)CC(C)C